(1R,2S,5S)-N-(cyano(phthalazin-1-yl)methyl)-3-((S)-3-cyclopropyl-2-((S)-2-methoxypropanamido)propanoyl)-6,6-dimethyl-3-azabicyclo[3.1.0]hexane-2-carboxamide C(#N)C(NC(=O)[C@@H]1[C@H]2C([C@H]2CN1C([C@H](CC1CC1)NC([C@H](C)OC)=O)=O)(C)C)C1=NN=CC2=CC=CC=C12